5-(4-(Difluoromethoxy)phenyl)-2H-1,2,3-triazole-4-carbaldehyde FC(OC1=CC=C(C=C1)C=1C(=NNN1)C=O)F